FC(COC1=NC(=NC=C1)N)F 4-(2,2-difluoroethoxy)pyrimidin-2-amine